O-[(ethoxycarbonyl)cyano-methyleneamino]-N,N,N',N'-tetramethyluronium hexafluorophosphate F[P-](F)(F)(F)(F)F.C(C)OC(=O)C(=NOC(=[N+](C)C)N(C)C)C#N